2,6-di-tertiary butylphenol C(C)(C)(C)C1=C(C(=CC=C1)C(C)(C)C)O